C(#N)N1CC(CC1)NS(=O)(=O)C1=CC=CC=C1 N-(1-cyanopyrrolidin-3-yl)benzenesulfonamide